N-(1-(1-(2,4-bis(trifluoromethyl)phenyl)ethyl)-3-methyl-1H-pyrazol-4-yl)-3-(furan-2-yl)acrylamide FC(C1=C(C=CC(=C1)C(F)(F)F)C(C)N1N=C(C(=C1)NC(C=CC=1OC=CC1)=O)C)(F)F